benzyl (1R,2S,6R)-2-(4-bromophenyl)-6-((2-fluoro-4-(trifluoromethyl)phenyl)carbamoyl)cyclohexane-1-carboxylate BrC1=CC=C(C=C1)[C@@H]1[C@H]([C@@H](CCC1)C(NC1=C(C=C(C=C1)C(F)(F)F)F)=O)C(=O)OCC1=CC=CC=C1